1-hydroxy-4-(4-hydroxyphenyl)butan-2-one OCC(CCC1=CC=C(C=C1)O)=O